The molecule is a 1,2-diacyl-3-alpha-D-galactosyl-sn-glycerol in which the acyl groups at positions 1 and 2 are cis-vaccenoyl [(11Z)-octadec-11-enoyl] and palmitoyl (hexadecanoyl) respectively. CCCCCCCCCCCCCCCC(=O)O[C@@H](CO[C@@H]1[C@@H]([C@H]([C@H]([C@H](O1)CO)O)O)O)COC(=O)CCCCCCCCC/C=C\\CCCCCC